N5-((S)-1-((3-(4-((3-(2,3-difluoro-4-methoxyphenyl)imidazo[1,2-a]pyrazin-8-yl)amino)-2-ethylbenzamido)propyl)amino)-5-guanidino-1-oxopentan-2-yl)-L-glutamine trihydrochloride Cl.Cl.Cl.FC1=C(C=CC(=C1F)OC)C1=CN=C2N1C=CN=C2NC2=CC(=C(C(=O)NCCCNC([C@H](CCCNC(=N)N)NC(CC[C@H](N)C(=O)O)=O)=O)C=C2)CC